1,5-bis(2-(bicyclo[2.2.1]hept-5-en-2-yl)ethyl)-3-cyclohexyl-1,1,5,5-tetramethyltrisiloxane C12C(CC(C=C1)C2)CC[Si](O[SiH](O[Si](C)(C)CCC2C1C=CC(C2)C1)C1CCCCC1)(C)C